FC(C1=C(C(=O)C2=CC=C(C=C2)C(C2=C(C=C(C=C2)N)C(F)(F)F)=O)C=CC(=C1)N)(F)F 1,4-bis(2-trifluoromethyl-4-aminobenzoyl)benzene